N-(4-(2-(3-Acrylamido-1-methyl-1H-pyrazol-4-yl)-3H-imidazo[4,5-b]pyridin-7-yl)-2-nitrobenzyl)-3-(tert-butyl)-1,2,4-oxadiazole-5-carboxamide C(C=C)(=O)NC1=NN(C=C1C1=NC=2C(=NC=CC2C2=CC(=C(CNC(=O)C3=NC(=NO3)C(C)(C)C)C=C2)[N+](=O)[O-])N1)C